FC1C(C1)C(=O)NC=1N=C2N(C=C(C=C2)C=2C=NC=CC2C(F)(F)F)C1 2-fluoro-N-(6-(4-(trifluoromethyl)pyridin-3-yl)imidazo[1,2-a]pyridin-2-yl)cyclopropane-1-carboxamide